CC1=C(C(=CC(=C1C)O)C)C(C1=CC=CC=C1)C1=C(C(=C(C=C1C)O)C)C bis(2,3,6-trimethyl-4-hydroxyphenyl)phenylmethane